C1(CC1)N1C(N(C=2C(C1=O)=C(N(C(C2C)=O)C)NC2=C(C=C(C=C2)I)F)C=2C=C(C=CC2)N=[S@@](=O)(NC)C)=O (R)-N'-(3-(3-cyclopropyl-5-((2-fluoro-4-iodophenyl)amino)-6,8-dimethyl-2,4,7-trioxo-3,4,6,7-tetrahydropyrido[4,3-d]pyrimidin-1(2H)-yl)phenyl)-N-methylmethanesulfonimidamide